FC=1C=C2NC(C=3N(C2=C(C1C1=C2C=NN(C2=CC(=C1)F)S(=O)(=O)C)C(F)(F)F)C(=NN3)C)(C)C 7-Fluoro-8-(6-fluoro-1-methylsulfonyl-1H-indazol-4-yl)-1,4,4-trimethyl-9-(trifluoromethyl)-5H-[1,2,4]triazolo[4,3-a]quinoxaline